S1C(=NC=C1)C(CSC[C@@H]([C@@H](CSCC(C)C=1SC=CN1)O)O)C (2r,3s)-1,4-bis(2-thiazol-2-ylpropylsulfanyl)-butane-2,3-diol